ClC1=NC=2C=CN=C(C2C(=C1)OCC1=CC=C(C=C1)OC)C#N 2-chloro-4-[(4-methoxyphenyl)methoxy]-1,6-naphthyridine-5-carbonitrile